3-(pyridin-4-yl)propanal N1=CC=C(C=C1)CCC=O